tert-butyl (2-((7-chloro-4-(1H-imidazol-1-yl)quinolin-2-yl)(methyl)amino)ethyl)carbamate ClC1=CC=C2C(=CC(=NC2=C1)N(CCNC(OC(C)(C)C)=O)C)N1C=NC=C1